(R)-N-(1-(4-(2-((dimethylamino)methyl)phenyl)thiophen-2-yl)ethyl)-7-morpholinophthalazin-1-amine CN(C)CC1=C(C=CC=C1)C=1C=C(SC1)[C@@H](C)NC1=NN=CC2=CC=C(C=C12)N1CCOCC1